NC=1C(=NC(=CN1)C1=CC=C(C=C1)C)C(=O)NC1=CC(=C(C=C1)S(=O)(=O)CP(OCC)(OCC)=O)F diethyl (4-(3-amino-6-p-tolylpyrazine-2-carboxamido)-2-fluorophenylsulfonyl)methylphosphonate